CC1=C(C(=O)C2=C(C3=C(S2)C=C(C=C3)O)OC3=CC=C(C=C3)/C=C/C(=O)O)C=CC(=C1)C (E)-3-(4-((2-(2,4-Dimethylbenzoyl)-6-hydroxybenzo[b]thiophen-3-yl)oxy)phenyl)acrylic acid